C[C@]1(N(S(OC1)=O)C(=O)OC(C)(C)C)C1=CC=CC=C1 (4S)-tert-butyl 4-methyl-4-phenyl-1,2,3-oxathiazolidine-3-carboxylate 2-oxide